N(=[N+]=[N-])C1=CC=C(C(=C1CO)F)OC (6-azido-2-fluoro-3-methoxyphenyl)methanol